(R)-5-(1H-imidazol-1-yl)-2-(3-(1-(pyrrolidin-3-yl)vinyl)-1,2,4-triazin-6-yl)phenol N1(C=NC=C1)C=1C=CC(=C(C1)O)C1=CN=C(N=N1)C(=C)[C@@H]1CNCC1